NC1=C(C=C(C=C1)C1=C(C=CC=C1)C1=NN(C(C2=CC=CC=C12)=O)OC)[N+](=O)[O-] 4'-amino-2-methoxy-3'-nitro-[1,1'-biphenylyl]phthalazin-1(2H)-one